Methoxyether COOOC